3-(4-((4-((4,4-difluoropiperidin-1-yl)methyl)benzyl)thio)-5-fluoro-1-oxoisoindolin-2-yl)piperidine-2,6-dione FC1(CCN(CC1)CC1=CC=C(CSC2=C3CN(C(C3=CC=C2F)=O)C2C(NC(CC2)=O)=O)C=C1)F